FC1=C2N=C(C(=NC2=CC=C1)C(F)(F)F)C(F)(F)F 5-fluoro-2,3-bis(trifluoromethyl)quinoxaline